(1R,2S,3R)-N-[7-chloro-6-[4-((3R,4R)-4-fluoro-3-methyl-tetrahydrofuran-3-yl)piperazin-1-yl]-3-isoquinolyl]-2-ethyl-3-(1-methylpyrazol-3-yl)cyclopropanecarboxamide ClC1=C(C=C2C=C(N=CC2=C1)NC(=O)[C@@H]1[C@H]([C@H]1C1=NN(C=C1)C)CC)N1CCN(CC1)[C@@]1(COC[C@@H]1F)C